C[C@H]1N(CCOC1)C=1C2=C(N=C(N1)C1=C3C=CNC3=CC(=C1)C(=O)OC)C(=CS2)CS(=O)(=O)C (R)-methyl 4-(4-(3-methylmorpholinyl)-7-((methanesulfonyl) methyl) thieno[3,2-d]pyrimidin-2-yl)-1H-indole-6-carboxylate